FC=1C=C(C=NC1)C=1C(N(N=CC1)C)=O 5-fluoropyridin-3-yl(methyl)pyridazine-3(2H)-one